(3-(hydroxyimino)-1-phenylpropyl)(sec-butyl)phosphinic acid ON=CCC(C1=CC=CC=C1)P(O)(=O)C(C)CC